4-Amino-N-(2-hydroxyethyl)-8-(4-methoxy-3-pyridyl)-2-oxo-1H-quinoline-3-carboxamide NC1=C(C(NC2=C(C=CC=C12)C=1C=NC=CC1OC)=O)C(=O)NCCO